O.[Cl-].C(CCCCCCCCCCCCC)[N+](CC1=CC=CC=C1)(C)C n-tetradecyldimethylbenzylammonium chloride monohydrate